OC1=C(C(=CC(=C1O)O)C)S(=O)C1=C(C(=C(C=C1C)O)O)O Bis(2,3,4-trihydroxy-6-methylphenyl) sulfoxide